N'-methyl-N'-cyclopropylsulfamide CN(S(=O)(=O)N)C1CC1